pyrido[2,3-b][1,4]oxazine-8-carboxamide N=1C2=C(OCC1)N=CC=C2C(=O)N